C1(CC1)CC1=CC=C(CBr)C=C1 4-(cyclopropylmethyl)benzyl bromide